3-carbonyl-4-(2,4,5-trifluorophenyl)butanoic acid hydroxyethyl ester OCCOC(CC(CC1=C(C=C(C(=C1)F)F)F)=C=O)=O